C[C@H]1N(CCCC1)CCN (R)-2-(2-methylpiperidin-1-yl)ethanamine